tetraethylene glycol divinyl ether C(=C)OCCOCCOCCOCCOC=C